C(CCC)C=1N=C(C(=NC1)N)Cl 5-butyl-3-chloropyrazin-2-amine